FC(S(=O)(=O)[O-])(F)F.C(C)(C)(C)[SH+]C1=CC=CC=C1 t-butylphenyl-sulfonium-trifluoromethanesulfonic acid salt